5-(piperidin-1-yl)pyridin N1(CCCCC1)C=1C=CC=NC1